ClC=1C(=CC=2N(C1)C(=CN2)C2=NC=CC(=N2)N2C[C@H](CCC2)C(=O)N)F (3S)-1-[2-(6-chloro-7-fluoro-imidazo[1,2-a]pyridin-3-yl)pyrimidin-4-yl]piperidine-3-carboxamide